Tert-butyl ((4bR,9bR)-1-amino-4b-hydroxy-7-((1S,2S)-2-methylcyclopropyl)-10-oxo-4b,10-dihydro-9bH-indeno[1,2-b]benzofuran-9b-yl)carbamate NC1=C2C([C@]3([C@](OC4=C3C=CC(=C4)[C@@H]4[C@H](C4)C)(C2=CC=C1)O)NC(OC(C)(C)C)=O)=O